6-((2,6-dimethylpyrimidin-4-yl)amino)-1-(2-ethylphenyl)-1,2-dihydro-3H-pyrazolo[4,3-c]pyridin-3-one CC1=NC(=CC(=N1)NC1=CC2=C(C=N1)C(NN2C2=C(C=CC=C2)CC)=O)C